3-(2-(dimethylamino)ethyl)-1H-indol-4-ol CN(CCC1=CNC=2C=CC=C(C12)O)C